C1(CC(CCC1)C(=O)OCC(CCCC)CC)C(=O)OCCCC butyl (2-ethylhexyl) cyclohexane-1,3-dicarboxylate